4-Nitrophenyl propionate C(CC)(=O)OC1=CC=C(C=C1)[N+](=O)[O-]